N-cyclobutyl-aniline C1(CCC1)NC1=CC=CC=C1